N-ethyl-N-(2-(4-methoxy-5-methyl-1H-indol-3-yl)ethyl)propan-2-amine C(C)N(C(C)C)CCC1=CNC2=CC=C(C(=C12)OC)C